COC(=O)C=1C=C2CC(C(NC2=CC1)=O)C 3-Methyl-2-oxo-1,2,3,4-tetrahydroquinoline-6-carboxylic acid methyl ester